O=C1NC=C(C2=CC=C(C=C12)O[C@@H](C(=O)N1C[C@H](CC1)NC(C)=O)C)C1=C(C=CC=C1)C N-((S)-1-((R)-2-((1-oxo-4-(o-tolyl)-1,2-dihydroisoquinolin-7-yl)oxy)propanoyl)pyrrolidin-3-yl)acetamide